C(C)P(CC)(CC)=O tri(ethyl)phosphine oxide